3-amino-6-[3-methylimidazo[1,2-a]pyridin-6-yl]-5-(1,3-oxazol-2-yl)-N-[(2S)-1-(2H-1,2,3-triazol-2-yl)propan-2-yl]pyrazine-2-carboxamide NC=1C(=NC(=C(N1)C=1OC=CN1)C=1C=CC=2N(C1)C(=CN2)C)C(=O)N[C@H](CN2N=CC=N2)C